2-(1-methyl-1H-pyrazol-5-yl)-5-(3-(pyrimidin-2-yloxy)cyclopentyl)-1H-pyrrolo[2,3-b]pyridine CN1N=CC=C1C1=CC=2C(=NC=C(C2)C2CC(CC2)OC2=NC=CC=N2)N1